Cl.Cl.Cl.N1C=NC=C1 Imidazole, trihydrochloride